2-((6-(trifluoromethyl)pyridin-3-yl)sulfonyl)-1,2,3,4,5,6-hexahydropyrrolo[3,4-c]pyrrole HCl salt Cl.FC(C1=CC=C(C=N1)S(=O)(=O)N1CC=2CNCC2C1)(F)F